Dibenzyl (hydroxymethyl)phosphonate OCP(OCC1=CC=CC=C1)(OCC1=CC=CC=C1)=O